(R)-3-(3-(6-(2-((5-fluoropyridin-3-yl)amino)pyrimidin-4-yl)pyridin-2-yl)isoxazol-5-yl)-3-hydroxy-1-methylpyrrolidin-2-one FC=1C=C(C=NC1)NC1=NC=CC(=N1)C1=CC=CC(=N1)C1=NOC(=C1)[C@]1(C(N(CC1)C)=O)O